(R)-6-(2-(3'-chloro-[1,1'-biphenyl]-3-yl)-2-hydroxyacetyl)-2-(1-(3-isopropylphenyl)cyclopropyl)-5,6,7,8-tetrahydropyrido[4,3-d]pyrimidin-4(3H)-one ClC=1C=C(C=CC1)C1=CC(=CC=C1)[C@H](C(=O)N1CC2=C(N=C(NC2=O)C2(CC2)C2=CC(=CC=C2)C(C)C)CC1)O